2-((6-((2-amino-2-oxo-1-phenylethyl)thio)-3,5-dicyano-4-ethylpyridin-2-yl)(methyl)amino)-N-(3-hydroxy-2,2-dimethylpropyl)-N-methylacetamide NC(C(C1=CC=CC=C1)SC1=C(C(=C(C(=N1)N(CC(=O)N(C)CC(CO)(C)C)C)C#N)CC)C#N)=O